3-(2-(((1-(6-((6-acetyl-8-cyclopentyl-5-methyl-7-oxo-7,8-dihydropyrido[2,3-d]pyrimidin-2-yl)amino)pyridin-3-yl)piperidin-4-yl)(methyl)amino)methyl)phenyl)piperidine-2,6-dione C(C)(=O)C1=C(C2=C(N=C(N=C2)NC2=CC=C(C=N2)N2CCC(CC2)N(C)CC2=C(C=CC=C2)C2C(NC(CC2)=O)=O)N(C1=O)C1CCCC1)C